C(CCC)N(C([S-])=S)CCCC.[Zn+2].C(CCC)N(C([S-])=S)CCCC zinc dibutyl-dithiocarbamate